NNC(=S)NC 1-amino-3-methylthiourea